7-((5-fluoro-2-((4-(2-methoxyethoxy)phenyl)amino)pyrimidin-4-yl)amino)-N-hydroxyheptanamide FC=1C(=NC(=NC1)NC1=CC=C(C=C1)OCCOC)NCCCCCCC(=O)NO